C(#N)C=1C2=C(C(=NC1N1C(CC1)C)N1CC(C1)CC(=O)O)CCC2(F)F 2-(1-(4-Cyano-5,5-difluoro-3-(2-methylazetidin-1-yl)-6,7-dihydro-5H-cyclopenta[c]Pyridin-1-yl)azetidin-3-yl)acetic acid